4-(N-(4-(5-(3,5-dichloro-4-fluorophenyl)-5-(trifluoromethyl)-4,5-dihydroisoxazol-3-yl)-2-methylbenzyl)-S-methylsulfonimidoyl)benzonitrile ClC=1C=C(C=C(C1F)Cl)C1(CC(=NO1)C1=CC(=C(CN=S(=O)(C)C2=CC=C(C#N)C=C2)C=C1)C)C(F)(F)F